C(#N)C=1C=C(C=CC1OCC(C)C)C=1SC(=C(N1)C)C(=O)OCC ethyl 2-[3-cyano-4-isobutoxyphenyl]-4-methylthiazole-5-carboxylate